acryloyloxyphenylalanine C(C=C)(=O)ON[C@@H](CC1=CC=CC=C1)C(=O)O